4-bromo-N-(4-bromo-3-ethoxy-phenyl)-3-fluoro-benzamide BrC1=C(C=C(C(=O)NC2=CC(=C(C=C2)Br)OCC)C=C1)F